O1C[C@@H](CC1)N1CC(C1)NC(=O)C1CCNC2(CC2)C1 N-(1-((R)-tetrahydrofuran-3-yl)azetidin-3-yl)-4-azaspiro[2.5]octane-7-carboxamide